OC1=C(C=C(C2=CC=CC=C12)S(NC1=CC=C(C=C1)OC)(=O)=O)C(=O)O 1-hydroxy-4-(N-(4-methoxyphenyl)sulfamoyl)-2-naphthoic acid